ClC1=C(C(=CC(=C1)C=1C=NN(C1)C)Cl)C(=O)N1COC2=C(C1)C=CC=C2C2=CC(=C(C=C2)C2=NN=NN2)N2CCOCC2 [2,6-Dichloro-4-(1-methylpyrazol-4-yl)phenyl]-[8-[3-morpholin-4-yl-4-(1H-tetrazol-5-yl)phenyl]-2,4-dihydro-1,3-benzoxazin-3-yl]methanone